N-undecylcarbamate C(CCCCCCCCCC)NC([O-])=O